4-ethynyl-4'-pentyl-3,5-difluoro-1,1'-biphenyl C(#C)C1=C(C=C(C=C1F)C1=CC=C(C=C1)CCCCC)F